CC1N(CCC2(C1)OCCC1=C2SC(=C1)C(C(F)F)(F)F)CC=1C=NN(C1)CCS(=O)(=O)C 2'-methyl-1'-[[1-(2-methylsulfonylethyl)pyrazol-4-yl]methyl]-2-(1,1,2,2-tetrafluoroethyl)spiro[4,5-dihydrothieno[2,3-c]pyran-7,4'-piperidine]